(R)-N-(amino(2-(2-hydroxypropan-2-yl)thiazol-5-yl)(oxo)-λ6-sulfaneylidene)-2-(5-fluoro-2,4-diisopropyl-6-(3-(trifluoromethyl)phenyl)pyridin-3-yl)acetamide N[S@](=NC(CC=1C(=NC(=C(C1C(C)C)F)C1=CC(=CC=C1)C(F)(F)F)C(C)C)=O)(=O)C1=CN=C(S1)C(C)(C)O